4-chloro-7-(2-fluorophenyl)-7H-pyrrolo[2,3-d]pyrimidine ClC=1C2=C(N=CN1)N(C=C2)C2=C(C=CC=C2)F